3-((4-(3-((2-((1S)-1-((tetrahydro-2H-pyran-2-yl)oxy)ethyl)-1H-imidazol-1-yl)methyl)isoxazol-5-yl)phenyl)butane-1,3-diyn-1-yl)azetidine-1-carboxylic acid tert-butyl ester C(C)(C)(C)OC(=O)N1CC(C1)C#CC#CC1=CC=C(C=C1)C1=CC(=NO1)CN1C(=NC=C1)[C@H](C)OC1OCCCC1